4-[4-(dimethylamino)-5,6,7,8-tetrahydropyrido[4,3-d]pyrimidin-2-yl]-3-(2-methyl-5-pyridin-2-ylpyrazol-3-yl)oxybenzonitrile CN(C=1C2=C(N=C(N1)C1=C(C=C(C#N)C=C1)OC=1N(N=C(C1)C1=NC=CC=C1)C)CCNC2)C